C(C1=CC=CC=C1)C1N(CCC1)C1=CC2=C(NC=N2)C=C1 5-(2-benzylpyrrolidin-1-yl)-1H-benzo[d]imidazole